C(C)(C)(C)C=1C=C(C=C(C1O)N1N=C2C(=N1)C=CC(=C2)Cl)CCC(=O)OC methyl 3-[3-tert-butyl-4-hydroxy-5-(5-chloro-2H-benzotriazol-2-yl)phenyl]propionate